B(C1=CC=C(C=C1)C(=O)NC(C)C)(O)O 4-(N-ISOPROPYLAMINOCARBONYL)PHENYLBORONIC ACID